1-(6-(aminomethyl)-8-(4-(trifluoromethoxy)phenyl)quinoxalin-5-yl)ethane-1,2-diol NCC=1C(=C2N=CC=NC2=C(C1)C1=CC=C(C=C1)OC(F)(F)F)C(CO)O